C(C=C)OCC(CC1N(CCCC1)C(CO)=O)O (3-allyloxy-(2-hydroxypropyl))glycolylpiperidine